BrC1=CC(=C(C=C1)N1NC=NC1=O)F (4-bromo-2-fluorophenyl)-1H-1,2,4-triazol-5-one